t-butyldimethyl-(prop-2-yn-1-yloxy)silane C(C)(C)(C)[Si](OCC#C)(C)C